N-(5,6-dimethoxybenzothiazol-2-yl)-2-[4-(ethylsulfonyl)phenyl]-2-(phenylmethoxy)acetamide COC=1C(=CC2=C(N=C(S2)NC(C(OCC2=CC=CC=C2)C2=CC=C(C=C2)S(=O)(=O)CC)=O)C1)OC